(3R)-3-(7-{[(2R)-2-ethyl-7-hydroxy-2,3-dihydropyrido[2,3-f][1,4]oxazepin-4(5H)-yl]methyl}-1-benzothiophen-5-yl)-3-[4-methyl-1-(2,2,2-trifluoroethyl)-1H-benzotriazol-5-yl]propanoic acid C(C)[C@H]1OC2=C(CN(C1)CC1=CC(=CC=3C=CSC31)[C@@H](CC(=O)O)C3=C(C1=C(N(N=N1)CC(F)(F)F)C=C3)C)N=C(C=C2)O